N[N+]1=C(C(=CC2=CC=CC(=C12)OC)C(=O)OCC)N 1,2-diamino-3-(ethoxycarbonyl)-8-methoxyquinolin-1-ium